4-hydroxy-3-(methoxycarbonyl)benzoic acid OC1=C(C=C(C(=O)O)C=C1)C(=O)OC